N-{m-[7-chloro-5-(trifluoromethyl)-2,3-dihydro-1-benzofuran-2-yl]phenylsulfonyl}acetamide ClC1=CC(=CC=2CC(OC21)C=2C=C(C=CC2)S(=O)(=O)NC(C)=O)C(F)(F)F